3-(1,2,3,5,6,7-hexahydro-s-indacen-4-yl)-1-[(1-methyl-1H-pyrazol-4-yl)[rac-trans-(2-methyloxan-4-yl)]sulfamoyl]urea sodium salt [Na].C1CCC2=C(C=3CCCC3C=C12)NC(NS(N([C@H]1C[C@@H](OCC1)C)C=1C=NN(C1)C)(=O)=O)=O |r|